(1S,7S,8S)-2-(7,8-Dichloro-2-(((2R,7aS)-2-fluorotetrahydro-1H-pyrrolizin-7a(5H)-yl)methoxy-d2)pyrido[4,3-d]pyrimidin-4-yl)-8-fluoro-5-oxa-2-azabicyclo[5.1.0]octane ClC1=C(C=2N=C(N=C(C2C=N1)N1[C@@H]2[C@H]([C@@H]2COCC1)F)OC([2H])([2H])[C@]12CCCN2C[C@@H](C1)F)Cl